N1(N=NC2=C1C=CC=C2)C=2C(=CC1=C(N(C(N=C1N1[C@H](CN(CC1)C(C=C)=O)C)=O)C1=C(C=CC=C1CC)CC)N2)Cl 7-(1H-benzotriazol-1-yl)-6-chloro-1-(2,6-diethylphenyl)-4-((2S)-2-meth-yl-4-(2-propenoyl)-1-piperazinyl)pyrido[2,3-d]pyrimidin-2(1H)-one